2-(2-formyl-3-methoxy-4-methylphenoxy)acetic acid C(=O)C1=C(OCC(=O)O)C=CC(=C1OC)C